FC(C(C)=O)F.[I] iodine difluoroacetone